C(CCC)(=O)OCCCCCCCCCCCCCCCCCCCCCCCCCCCCCC triacontyl n-butyrate